naphthalene-2,7-disulfonic acid, disodium salt [Na+].[Na+].C1=C(C=CC2=CC=C(C=C12)S(=O)(=O)[O-])S(=O)(=O)[O-]